C(C1=CC=CC=C1)OC(=O)NC(C(=O)[O-])CCCC 2-(benzyloxycarbonylamino)hexanoate